(S)-3-(4-chlorophenyl)-2-((5-chloropyridin-2-yl)methyl)-6-(1,1-dioxotetrahydro-2H-thiopyran-4-carbonyl)-4-fluoro-3-methoxyisoindolin-1-one ClC1=CC=C(C=C1)[C@]1(N(C(C2=CC(=CC(=C12)F)C(=O)C1CCS(CC1)(=O)=O)=O)CC1=NC=C(C=C1)Cl)OC